N1=CC=C(C=C1)C=1C=C(C=CC1C1=CC=NC=C1)C1=CC(=NC(=C1)N1C2=CC=CC=C2C=2C=C(C=CC12)N1C2=CC=CC=C2C=2C=CC=CC12)N1C2=CC=CC=C2C=2C=C(C=CC12)N1C2=CC=CC=C2C=2C=CC=CC12 9,9''-(4-(3,4-di(pyridin-4-yl)phenyl)pyridine-2,6-diyl)bis(9H-3,9'-bicarbazole)